COC=1C=C(CC2COC3=C(C=C(C=C3C2=O)CN2C(N(C=C2)C)=N)C2=CC=C(C=C2)F)C=C(C1)OC 3-(3,5-dimethoxybenzyl)-8-(4-fluorophenyl)-6-((2-imino-3-methyl-2,3-dihydro-1H-imidazol-1-yl)methyl)chroman-4-one